O1C(CCC1)C1=CC(=NO1)C(=O)OCC Ethyl 5-(tetrahydrofuran-2-yl)isoxazole-3-carboxylate